CC=1N=NC=C(C1[C@@H](C)OC=1C=C2C(=NNC2=CC1)C1=CC(=NC(=C1)OC)C#N)C (R)-4-(5-(1-(3,5-dimethylpyridazin-4-yl)ethoxy)-1H-indazol-3-yl)-6-methoxypicolinonitrile